3-(2-(tert-Butoxycarbonyl)-1-methyl-1,2,3,4-tetrahydroisoquinolin-7-yl)propionic acid C(C)(C)(C)OC(=O)N1C(C2=CC(=CC=C2CC1)CCC(=O)O)C